FC(C(=O)O)(F)F.FC1=C(C=CC(=C1)N1CCNCC1)N1C(NC(CC1)=O)=O 1-(2-fluoro-4-(piperazin-1-yl)phenyl)dihydropyrimidine-2,4(1H,3H)-dione trifluoroacetate